C(N)(OC[C@@H]1C[C@@H]([C@H](CC1)NC1=NC=C(C(=N1)C=1C=C(C2=C(N(C(=N2)C)C(C)C)C1)F)Cl)O)=O (1S,3S,4S)-4-((5-chloro-4-(4-fluoro-1-isopropyl-2-methyl-1H-benzo[d]imidazol-6-yl) pyrimidin-2-yl)amino)-3-hydroxycyclohexylmethyl carbamate